2-(2-(dimethylamino)ethyl)-N2-methylpyridine-2,6-diamine CN(CCC1(NC(=CC=C1)N)NC)C